CC1=NN(C(=C1C1=NC=CN=C1)C)CCCCCCNC=1C=C2C(N(C(C2=CC1)=O)C1C(NC(CC1)=O)=O)=O 5-((6-(3,5-Dimethyl-4-(pyrazin-2-yl)-1H-pyrazol-1-yl)hexyl)amino)-2-(2,6-dioxopiperidin-3-yl)isoindoline-1,3-dione